4-amino-1-(4-((2,3-dihydrobenzofuran-7-carboxamido)methyl)phenyl)-3-isopropyl-1H-pyrazole-5-carboxamide NC=1C(=NN(C1C(=O)N)C1=CC=C(C=C1)CNC(=O)C1=CC=CC=2CCOC21)C(C)C